((1-(cyanomethyl) cyclopropyl) methyl)-2-((4-(5-fluoro-4-hydroxypyrimidin-2-yl) cyclohex-3-en-1-yl) methyl)-3H-imidazo[4,5-b]pyridine-5-carboxylate C(#N)CC1(CC1)COC(=O)C1=CC=C2C(=N1)NC(=N2)CC2CC=C(CC2)C2=NC=C(C(=N2)O)F